BrC=1C=NC(=C(C(=O)OC)C1)O methyl 5-bromo-2-hydroxynicotinate